FCCCCCCCCCCS(=O)(=O)OCCCCCCCCCCCCCCCCCC octadecanyl fluorodecyl-sulfonate